BrCC1=C(C=CC=C1)Cl 1-(bromomethyl)-2-chloro-benzene